2-(tributylstannyl)pyrimidinebutanediamine furandiformate O1C(=C(C=C1)C(=O)O)C(=O)O.C(CCC)[Sn](C1(NC=CC=N1)CCCC(N)N)(CCCC)CCCC